C(C)O\N=C/1\C2=C(NC=N1)N(C=C2)[C@@H]2O[C@@H]([C@H]([C@H]2O)O)[C@H](O)C2=CC=C(C=C2)Cl (Z)-7-((2R,3R,4S,5R)-5-((R)-(4-chlorophenyl)(hydroxy)methyl)-3,4-dihydroxytetrahydrofuran-2-yl)-1,7-dihydro-4H-pyrrolo[2,3-d]pyrimidin-4-one O-ethyl oxime